C(C)(C)(C)C=1C(=NC=CC1NC(CC1=C(C=CC(=C1)C(F)(F)F)O)=O)C(=O)N tert-butyl-4-[[2-[2-hydroxy-5-(trifluoromethyl)phenyl]acetyl]amino]pyridine-2-carboxamide